9-chloro-4-[(1,5-dimethylpyrazol-4-yl)methyl]-7-(5-fluoroindol-1-yl)-3,5-dihydro-2H-1,4-benzoxazepine ClC1=CC(=CC=2CN(CCOC21)CC=2C=NN(C2C)C)N2C=CC1=CC(=CC=C21)F